6-(1-Thiophen-2-ylethylamino)-9-(tetrahydrofuran-2-yl)purin S1C(=CC=C1)C(C)NC1=C2N=CN(C2=NC=N1)C1OCCC1